r-(dodecane-1,12-diyl)bis(cyclopropane-1-carboxamide) C(CCCCCCCCCCCC1(CC1)C(=O)N)C1(CC1)C(=O)N